[Si](C)(C)(C(C)(C)C)OC1(CC(C1)=O)C 3-[(tert-butyldimethylsilyl)oxy]-3-methylcyclobutan-1-one